N-cyclopropyl-1'-((7-ethyl-6-carbonyl-5,6-dihydro-1,5-naphthyridin-3-yl)methyl)-1',2',3',6'-tetrahydro-[3,4'-bipyridine]-6-carboxamide C1(CC1)NC(=O)C1=CC=C(C=N1)C=1CCN(CC1)CC=1C=NC=2C=C(C(NC2C1)=C=O)CC